3,3',5,5'-tetramethylBiphenylamine CC1=C(C(=CC(=C1)C)C1=CC(=CC(=C1)C)C)N